C1(CC1)N1N=CC(=C1)C=1C=CC2=C(N(C(CC(=C2)C=2OC(=CN2)C)=O)CC2=CC=C(C=C2)OC)C1 8-(1-cyclopropyl-1H-pyrazol-4-yl)-1-(4-methoxybenzyl)-4-(5-methyloxazol-2-yl)-1,3-dihydro-2H-benzo[b]azepin-2-one